1,2-dibromo-3-ethoxyprop-1-ene BrC=C(COCC)Br